(6-chloro-4-(4-fluoro-2-(5-mercapto-4-methyl-4H-1,2,4-triazol-3-yl)phenyl)pyridin-3-yl)(ethyl)carbamic acid tert-butyl ester C(C)(C)(C)OC(N(CC)C=1C=NC(=CC1C1=C(C=C(C=C1)F)C1=NN=C(N1C)S)Cl)=O